ClC1=C(C=CC=C1)S(=O)(=O)NC1=NC(=C(C=C1)C=1C=C2C=NC(=NC2=C(C1)C)NC1CCC(CC1)N(C)C)OC 2-chloro-N-(5-(2-(((1r,4r)-4-(dimethylamino)cyclohexyl)amino)-8-methylquinazolin-6-yl)-6-methoxyPyridin-2-yl)benzenesulfonamide